7-(6-(4-bromothiophene-2-yl)pyrazine-2-yl)-3,4-dihydro-2H-benzo[b][1,4]oxazine BrC=1C=C(SC1)C1=CN=CC(=N1)C=1C=CC2=C(OCCN2)C1